((3-(5-(3,5-Dimethyl-4-(4-methylpiperazin-1-yl)phenyl)-1H-pyrrolo[2,3-b]pyridine-3-yl)prop-2-yn-1-yl)oxy)ethan CC=1C=C(C=C(C1N1CCN(CC1)C)C)C=1C=C2C(=NC1)NC=C2C#CCOCC